7-(4-piperidyl)-N-tetrahydropyran-4-yl-5H-pyrrolo[2,3-b]pyrazin-2-amine, trihydrochloride Cl.Cl.Cl.N1CCC(CC1)C1=CNC2=NC=C(N=C21)NC2CCOCC2